BrC=1N=C(C(=NC1)NC(C=C)=O)C N-(5-bromo-3-methylpyrazin-2-yl)acrylamide